C(C)(C)=C1C(C(C1)CO)(C)C (3-Isopropylidene-2,2-dimethylcyclobutyl)methanol